4,4'-(phenylmethylene)bis[phenol] C1(=CC=CC=C1)C(C1=CC=C(C=C1)O)C1=CC=C(C=C1)O